ethyl 4-(3-hydroxy-3-methyl-pent-1-ynyl)-2,6-dimethyl-7-oxo-1H-pyrrolo[2,3-c]pyridine-3-carboxylate OC(C#CC=1C2=C(C(N(C1)C)=O)NC(=C2C(=O)OCC)C)(CC)C